tert-butyl N-[(3R)-8-fluoro-1,1,4-trioxo-5-[[4-(tetrahydropyran-4-ylmethoxy)phenyl]methyl]-7-(2H-tetrazol-5-yl)-2,3-dihydro-1λ6,5-benzothiazepin-3-yl]carbamate FC1=CC2=C(N(C([C@H](CS2(=O)=O)NC(OC(C)(C)C)=O)=O)CC2=CC=C(C=C2)OCC2CCOCC2)C=C1C=1N=NNN1